C(=O)(O)C1=C(C=CC(=C1)C(=O)O)P(C1=CC=CC=C1)(C1=CC=CC=C1)=O 2,4-dicarboxyphenyl-diphenylphosphine oxide